6-Methyl-1-phenyl-3(1H)pyridone CC1=CCC(CN1C1=CC=CC=C1)=O